C1(CC1)C=1C=CC(=C(C1)C1=C(C=NC(=C1)C)C(=O)NC=1SC=2C(=NC=C(N2)C2=CC=C(C=C2)OC(F)F)N1)OC 4-(5-cyclopropyl-2-methoxyphenyl)-N-(6-(4-(difluoromethoxy)phenyl)thiazolo[4,5-b]pyrazin-2-yl)-6-methylpyridine-3-carboxamide